(S)-7-methyl-2-((7-methylcinnolin-6-yl)amino)-9-(tetrahydro-2H-pyran-3-yl)-7,9-dihydro-8H-purin-8-one CN1C(N(C2=NC(=NC=C12)NC=1C=C2C=CN=NC2=CC1C)[C@@H]1COCCC1)=O